ClC=1C=C(C=2N(N1)C=CN2)N2CC(CC2)C(C(=O)O)(F)F 2-(1-(6-chloroimidazo[1,2-b]pyridazin-8-yl)pyrrolidin-3-yl)-2,2-difluoroacetic acid